[(1r,4r)-4-methylcyclohexyl]piperidine-4-carboxamide CC1CCC(CC1)N1CCC(CC1)C(=O)N